NC1=NN(C=2C1=NC(=CC2C(=O)OC)Cl)COCC[Si](C)(C)C methyl 3-amino-5-chloro-1-((2-(trimethylsilyl) ethoxy) methyl)-1H-pyrazolo[4,3-b]pyridine-7-carboxylate